6-[5-(difluoromethyl)-1,3,4-oxadiazol-2-yl]-2-[(1RS,2RS)-2-hydroxy-2-(pyridin-2-yl)-1-(3,4,5-trifluorophenyl)ethyl]-2,3-dihydro-1H-isoindol-1-one FC(C1=NN=C(O1)C1=CC=C2CN(C(C2=C1)=O)[C@@H]([C@H](C1=NC=CC=C1)O)C1=CC(=C(C(=C1)F)F)F)F |r|